P(=O)([O-])([O-])[O-].C1(=CC=CC=C1)[N+3]C1=CC=CC=C1 Diphenyl-nitrogen phosphate